N-(2-(methylamino)phenyl)-N-propylformamide CNC1=C(C=CC=C1)N(C=O)CCC